tert-butyl (3S,4R)-3-[(Z)-1-(5-methoxy-1-triisopropylsilyl-pyrrolo[2,3-b]pyridin-4-yl)-2-(4,4,5,5-tetramethyl-1,3,2-dioxaborolan-2-yl)vinyl]-4-methyl-piperidine-1-carboxylate COC=1C(=C2C(=NC1)N(C=C2)[Si](C(C)C)(C(C)C)C(C)C)\C(=C/B2OC(C(O2)(C)C)(C)C)\[C@H]2CN(CC[C@H]2C)C(=O)OC(C)(C)C